C(C)(C)(C)OC(C(CC1=CC=C(C=C1)OCCOCCOCC)N1CCN(CCN(CCN(CC1)C(C(=O)O)COC(C)(C)C)C(C(=O)O)COC(C)(C)C)C(C(=O)O)COC(C)(C)C)=O 2,2',2''-{10-[1-tert-butoxy-3-{4-[2-(2-ethoxyethoxy)ethoxy]phenyl}-1-oxopropan-2-yl]-1,4,7,10-tetraazacyclododecane-1,4,7-triyl}tris(3-tert-butoxypropionic acid)